ClC1=CC=CC=2N=C(SC21)C(CC2=CC(=CC=C2)C#N)NC(OC(C)(C)C)=O tert-butyl N-[1-(7-chloro-1,3-benzothiazol-2-yl)-2-(3-cyanophenyl)ethyl]carbamate